[1,3]oxazolo[4,5-b]pyridine O1C=NC2=NC=CC=C21